1-(2-(2-(2-aminoethoxy)ethoxy)ethyl)-1H-pyrrole-2,5-dione NCCOCCOCCN1C(C=CC1=O)=O